CC=1C=2N(C=CC1CCC(=O)O)C(=NN2)C(F)(F)F 3-(8-methyl-3-(trifluoromethyl)-[1,2,4]triazolo[4,3-a]pyridine-7-yl)propanoic acid